(S)-4-amino-5-(benzyloxy)-5-oxopentanoic acid N[C@@H](CCC(=O)O)C(=O)OCC1=CC=CC=C1